C1C(CC12CCC1(OCCO1)CC2)C#N 8,11-Dioxadispiro[3.2.47.24]tridecane-2-carbonitrile